FCS=N fluoromethyl-sulfimide